FC=1C=CC(=C(C(=O)N(C(C)C)C(C)C)C1)OC=1C(=NC=NC1)N1C[C@@H](CC1)CN1CCC2(CC1)CCC(CC2)NC=2C(=NC=NC2)C (S)-5-fluoro-N,N-diisopropyl-2-((4-(3-((9-((4-methylpyrimidin-5-yl)amino)-3-Azaspiro[5.5]undec-3-yl)methyl)pyrrolidin-1-yl)pyrimidin-5-yl)oxy)benzamide